OC1=CC=C(C=C1)C1=NN=C(C2=CC=CC=C12)O 4-(4-hydroxyphenyl)phthalazin-1-ol